CS(=O)(=O)CC1=NC=CN=C1 2-(methylsulfonylmethyl)pyrazine